(1r,4r)-4-(3-chloroanilino)-2'-(4-chlorophenyl)-2',3'-dihydrospiro[cyclohexane-1,1'-indene]-4-carboxylic acid ClC=1C=C(NC2(CCC3(C(CC4=CC=CC=C34)C3=CC=C(C=C3)Cl)CC2)C(=O)O)C=CC1